OC1(CC(=CC=C1N)C1=CC=C(N)C=C1)O 3,3-dihydroxybenzidine